5-(2-Chloro-5-(isobutyrylaminomethyl)benzoylamino)-1-(3-methoxypropyl)-1H-indole-2-carboxylic acid ethyl ester C(C)OC(=O)C=1N(C2=CC=C(C=C2C1)NC(C1=C(C=CC(=C1)CNC(C(C)C)=O)Cl)=O)CCCOC